4-((2R,3S,4S,5R)-3-(2-(2-cyclopropyl-2-(hydroxyimino)ethoxy)-3,4-difluorophenyl)-4,5-dimethyl-5-(trifluoromethyl)tetrahydrofuran-2-carboxamido)picolinamide C1(CC1)C(COC1=C(C=CC(=C1F)F)[C@H]1[C@@H](O[C@]([C@H]1C)(C(F)(F)F)C)C(=O)NC1=CC(=NC=C1)C(=O)N)=NO